6-Bromo-N-[1-(1-methylethyl)piperidin-4-yl]-2-{4-[4-(pyrimidin-5-ylmethyl)piperazin-1-yl]phenyl}-3H-imidazo[4,5-b]pyridin-7-amine BrC=1C(=C2C(=NC1)NC(=N2)C2=CC=C(C=C2)N2CCN(CC2)CC=2C=NC=NC2)NC2CCN(CC2)C(C)C